C/C(/C(=O)O)=C\C (2E)-2-methylbutan-2-enoic acid